N1(N=CN=C1)CC(C(C)(C)C)=O 1-(1H-1,2,4-triazole-1-yl)-pinacolone